C(C=C)(=O)OCC.C(C=C)(=O)OCC.[Al] aluminum diethyl diacrylate